S(N)(=O)(=O)NCCC1CN(C1)C1=CN=NC2=CC(=C(C=C12)OC)OC 4-(3-(2-sulfamoylaminoethyl)azetidin-1-yl)-6,7-dimethoxycinnoline